tert-butyl (1R,5R)-10-(hydroxymethyl)-8-oxo-1,5,6,8-tetrahydro-2H-1,5-methano-pyrido[1,2-a][1,5]diazocine-3(4H)-carboxylate OCC=1C=C2N(C[C@@H]3CN(C[C@H]2C3)C(=O)OC(C)(C)C)C(C1)=O